3-bromo-1-(methylsulfonylmethyl)pyrazole BrC1=NN(C=C1)CS(=O)(=O)C